NC1=C(C=CC=C1)[As]([O-])([O-])=O aminophenylarsonate